NC1(CCCCC1)C(=O)NC1(CC1)N=C=O 1-amino-N-(1-isocyanatocyclopropyl)cyclohexane-1-carboxamide